SC1=CC(=C(C=C1)OCCC(=O)NO)OCCC(=O)NO 3,3'-((4-mercapto-1,2-phenylene)bis(oxy))bis(N-hydroxypropanamide)